[1-[[(1R,2R)-2-[[(4S)-2,2-dimethylchroman-4-yl]carbamoyl]cyclopropyl]methyl]-4,4-diethyl-6-oxo-hexahydropyrimidin-2-ylidene]ammonium CC1(OC2=CC=CC=C2[C@H](C1)NC(=O)[C@H]1[C@@H](C1)CN1C(NC(CC1=O)(CC)CC)=[NH2+])C